7-bromo-2-(3-chlorophenyl)benzo[d]imidazo[2,1-b]thiazole BrC1=CC2=C(N3C(S2)=NC(=C3)C3=CC(=CC=C3)Cl)C=C1